N-(6-fluoro-2-(methylsulfonyl)isoindolin-5-yl)carboxamide FC1=C(C=C2CN(CC2=C1)S(=O)(=O)C)NC=O